FC(C(=O)NC=1C=NC2=CC=C(N=C2C1)C=1C(=NNC1)C1=NC(=CC=C1)C)(F)F 2,2,2-trifluoro-N-[6-[3-(6-methyl-2-pyridyl)-1H-pyrazol-4-yl]-1,5-naphthyridin-3-yl]acetamide